(S)-N-(2-(3''-chloro-4''-((2,4-difluorophenyl)methoxy-d2)-5',6''-dimethyl-2,2''-dicarbonyl-2H,2''H-[1,2':4',1''-terpyridin]-3-yl)propan-2-yl)acetamide ClC=1C(N(C(=CC1OC([2H])([2H])C1=C(C=C(C=C1)F)F)C)C1=CC(=NC=C1C)N1C(C(=CC=C1)C(C)(C)NC(C)=O)=C=O)=C=O